COC=1C=C(CN(C=2SC=C(N2)CNNC)CC2=CC(=CC=C2)OC)C=CC1 N,N-bis(3-methoxybenzyl)-4-((2-methylhydrazinyl)methyl)thiazol-2-amine